tert-Butyl 2-(2-{[7-(5-methyl-1,2,4-oxadiazol-3-yl)isoquinolin-1-yl]amino}ethyl)-3-oxo-2,3-dihydro-1H-isoindole-5-carboxylate CC1=NC(=NO1)C1=CC=C2C=CN=C(C2=C1)NCCN1CC2=CC=C(C=C2C1=O)C(=O)OC(C)(C)C